N1(N=CC=C1)CCN1C(=NC2=C1C=C(C=C2F)C(=O)OC)CCl Methyl 1-(2-(1H-pyrazol-1-yl)ethyl)-2-(chloromethyl)-4-fluoro-1H-benzo[d]imidazole-6-carboxylate